(2E)-1-[2-(4-chlorophenyl)-3-(pyridin-4-yl)-6,7-dihydropyrazolo[1,5-a]pyrazin-5(4H)-yl]-4-[(2-methoxyethyl)(methyl)amino]but-2-en-1-one ClC1=CC=C(C=C1)C1=NN2C(CN(CC2)C(\C=C\CN(C)CCOC)=O)=C1C1=CC=NC=C1